O1COC2=C1C=CC=C2CNCC2=CC=C(C=C2)C2=CC=CC=C2 N-(1,3-benzodioxol-4-ylmethyl)-1-(4-phenylphenyl)methanamin